BrC1=CC=C(C=N1)C=1C=NC(=CC1)Br 6,6'-dibromo-3,3'-bipyridine